(1-aminomethyl-2-oxopropyl)phosphonic acid diethyl ester C(C)OP(OCC)(=O)C(C(C)=O)CN